FC1(C(NC2=CC(=CC=C12)C(F)(F)F)=O)C(C(F)(F)F)(O)O 3-fluoro-3-(2,2,2-trifluoro-1,1-dihydroxyethyl)-6-(trifluoromethyl)indolin-2-one